ClC=1C(=CC2=C(C[C@@](O2)([C@H]2NCCC2)C2=CC=CC=C2)C1C1=C(C#N)C=CC(=C1F)OCCO)F 2-((2S,4R)-5-chloro-6-fluoro-2-phenyl-2-((S)-pyrrolidin-2-yl)-2,3-dihydrobenzofuran-4-yl)-3-fluoro-4-(2-hydroxyethoxy)benzonitrile